(2S,3R)-3-(((2S,3R)-3-mercaptobutan-2-yl)thio)butan-2-ol S[C@@H]([C@H](C)S[C@@H]([C@H](C)O)C)C